7-(pyrimidin-5-yl)-1-(2-(tetrahydro-2H-pyran-4-yl)ethyl)-3,4-dihydropyrazino[2,3-b]pyrazin-2(1H)-one N1=CN=CC(=C1)C1=CN=C2C(=N1)N(C(CN2)=O)CCC2CCOCC2